phospho ether P(=O)(=O)OP(=O)=O